1-{3-fluoro-4-[4-({[6-(trifluoromethyl)pyridin-3-yl]methyl}carbamoyl)-1H-1,2,3-triazol-1-yl]butyl}-N-methyl-1H-1,2,3-triazole-4-carboxamide FC(CCN1N=NC(=C1)C(=O)NC)CN1N=NC(=C1)C(NCC=1C=NC(=CC1)C(F)(F)F)=O